tert-butyl (2S,6R)-4-[2-(6-hydroxy-2,7-dimethyl-indazol-5-yl)-5-oxo-1,6-naphthyridin-6-yl]-2,6-dimethyl-piperidine-1-carboxylate OC=1C(=CC2=CN(N=C2C1C)C)C1=NC=2C=CN(C(C2C=C1)=O)C1C[C@@H](N([C@@H](C1)C)C(=O)OC(C)(C)C)C